OCCCCCCCCCCCNC(=O)C1C[C@H](C([C@@H](C1)OCCC(=O)OC(C)(C)C)OCCC(=O)OC(C)(C)C)OCCC(=O)OC(C)(C)C tri-tert-butyl 3,3',3''-(((1R,2S,3R,5S)-5-((11-hydroxyundecyl)carbamoyl)cyclohexane-1,2,3-triyl)tris(oxy))tripropionate